1-(4-methoxyphenyl)cyclooctane-1-ol COC1=CC=C(C=C1)C1(CCCCCCC1)O